O=S1(COC2=C1C=CC(=C2)C=2C=NC(=NC2)OCC2CCN(CC2)C(=O)OC(C)(C)C)=O tert-butyl 4-(((5-(3,3-dioxido-1,3-benzoxathiol-6-yl)-pyrimidin-2-yl)oxy) methyl)piperidine-1-carboxylate